ClC1=NC(=CC(=C1SC)Cl)C 2,4-dichloro-6-methyl-3-methylsulfanyl-pyridine